1-(3,3-diethoxycarbonylpropyl)-2-benzoylpyrrole C(C)OC(=O)C(CCN1C(=CC=C1)C(C1=CC=CC=C1)=O)C(=O)OCC